IC1=C(C=CC2=CC=CC=C12)I 1,2-diiodonaphthalene